C(=O)[O-].ClC1=C(C(=O)NC2CC(C2)NCC[N+](C)(C)C)C=CC(=C1)NC=1C=2N(C=CN1)C(=CN2)C2=C(C(=C(C=C2)OC)F)F 2-[[3-[[2-Chloro-4-[[3-(2,3-difluoro-4-methoxy-phenyl)imidazo[1,2-a]pyrazin-8-yl]amino]benzoyl]amino]cyclobutyl]amino]ethyl-trimethyl-ammonium formate